C1(C=CC(N1CCCCCC(=O)ON1C(CCC1=O)=O)=O)=O N-(6-Maleimidocaproyloxy)succinimide